NC(C)(CO)O 2-amino-2,3-propanediol